BrC=1C(=NC=C2C=CC(=NC12)Cl)OC 8-bromo-2-chloro-7-methoxy-1,6-naphthyridine